6-{cyclopropyl[(1S,2S,3R,5R)-2-fluoro-8-azabicyclo[3.2.1]octan-3-yl]amino}-1,2,4-triazin C1(CC1)N(C1=CN=CN=N1)[C@H]1[C@H]([C@@H]2CC[C@H](C1)N2)F